glycidyl-amin C(C1CO1)N